N-(2-(pyridine-4-yl)ethyl)benzamide N1=CC=C(C=C1)CCNC(C1=CC=CC=C1)=O